2-(1-(2-(aminomethyl)phenyl)piperidin-4-yl)propan-2-ol NCC1=C(C=CC=C1)N1CCC(CC1)C(C)(C)O